N1(C=NC=C1)CC=1C=C(C=NC1)C=1NC2=C(N1)C=CC=C2 2-[5-(imidazol-1-ylmethyl)pyridin-3-yl]benzimidazole